2-(2-aminoethyl)-3H-4-quinazolinone NCCC1=NC2=CC=CC=C2C(N1)=O